S1C2=C(C=C1)C=CC=C2 benzo{b}thiophene